N1=CC(=CC=C1)COC1=C(C=O)C=CN=C1 3-(pyridin-3-ylmethoxy)isonicotinaldehyde